1-(3-fluoro-3-methyltetrahydro-2H-pyran-4-yl)-5-methyl-1H-pyrazol-3-ol FC1(COCCC1N1N=C(C=C1C)O)C